OC1=CC=C(C=C1)\C(=C(\CC)/C1=CC=CC=C1)\C1=CC=C(C=C1)N1CCC(CC1)CCN1CCN(CC1)C=1C=C2CN(C(C2=CC1)=O)[C@@H]1C(NC(CC1)=O)=O (Z)-(S)-3-(5-(4-(2-(1-(4-(1-(4-hydroxyphenyl)-2-phenylbut-1-en-1-yl)phenyl)piperidin-4-yl)ethyl)piperazin-1-yl)-1-oxoisoindolin-2-yl)piperidine-2,6-dione